C(C1=CC=CC=C1)C1=CN=C(S1)C(CN1C(C=CC(=C1)C#C)=O)=O 1-(2-(5-benzylthiazol-2-yl)-2-oxoethyl)-5-ethynylpyridin-2(1H)-one